methyl 2-amino-5-bromo-3-chloro-benzoate NC1=C(C(=O)OC)C=C(C=C1Cl)Br